2-fluoro-4-((7-(hydroxymethyl)-6-((4-methyl-1-oxo-1,3-dihydroisobenzofuran-5-yl)methyl)-5,6,7,8-tetrahydropyrido[4,3-d]pyrimidin-2-yl)amino)benzonitrile FC1=C(C#N)C=CC(=C1)NC=1N=CC2=C(N1)CC(N(C2)CC=2C(=C1COC(C1=CC2)=O)C)CO